ClC1=C(C=CC(=C1)OC)C=1C=C2CCC(C(C2=CC1)NC(O[C@@H]1CN2CCC1CC2)=O)(C)C (S)-quinuclidin-3-yl (6-(2-chloro-4-methoxyphenyl)-2,2-dimethyl-1,2,3,4-tetrahydronaphthalen-1-yl)carbamate